FC1=CC=C(C=C1)C1=C(C(=NN1C1=CCC(C=C1)=S(=O)=O)C(F)(F)F)C#N 5-(4-fluorophenyl)-1-(4-sulfonylphenyl)-3-trifluoromethyl-1H-pyrazole-4-carbonitrile